5-Bromo-1-(3,4-difluoro-5-(methoxymethoxy)phenyl)-6-(trifluoromethyl)-1H-indazole BrC=1C=C2C=NN(C2=CC1C(F)(F)F)C1=CC(=C(C(=C1)OCOC)F)F